CC1(OC[C@H](O1)[C@@H]1C([C@@H]2[C@@H](OC(O2)(C)C)O1)O)C (3ar,5S,6ar)-5-((S)-2,2-dimethyl-1,3-dioxolan-4-yl)-2,2-dimethyltetrahydrofuranO[2,3-d][1,3]dioxol-6-ol